CC1=C(OC2=C(C=C(C=C2C1=O)C)[C@@H](C)NC=1C(=NC=CC1)C(=O)O)C1=CC2=CN(N=C2C=C1)C 3-[[(1R)-1-[3,6-Dimethyl-2-(2-methylindazol-5-yl)-4-oxo-chromen-8-yl]-ethyl]amino]pyridine-2-carboxylic acid